2-(3-(3-(4-(2,6-dimethylpyridin-3-yl)phenyl)-5,6-diphenylpyrazin-2-yl)phenyl)-4,6-diphenyl-1,3,5-triazine CC1=NC(=CC=C1C1=CC=C(C=C1)C=1C(=NC(=C(N1)C1=CC=CC=C1)C1=CC=CC=C1)C=1C=C(C=CC1)C1=NC(=NC(=N1)C1=CC=CC=C1)C1=CC=CC=C1)C